C(C)(C)(C)C1=CC=C(C=C1)C(CC(=O)C1=CC=C(C=C1)OC)=O 1-(4-tert-Butylphenyl)-3-(4-methoxyphenyl)propane-1,3-dione